8-bromo-6-(2-chloropropanoyl)-3,4-dihydroquinolin-2(1H)-one BrC=1C=C(C=C2CCC(NC12)=O)C(C(C)Cl)=O